2-(3-methoxyphenyl)-1-(3-(methylcarbamoyl)cyclobutyl)-N-(3-(4-phenylpiperazin-1-yl)propyl)-1H-benzo[d]imidazole-6-carboxamide COC=1C=C(C=CC1)C1=NC2=C(N1C1CC(C1)C(NC)=O)C=C(C=C2)C(=O)NCCCN2CCN(CC2)C2=CC=CC=C2